NC=1C=C(C=CC1OC1=C(C=C(C=C1C)F)C)S(=O)(=O)N 3-amino-4-(4-fluoro-2,6-dimethylphenoxy)benzenesulfonamide